CC1=C(C(=C(C1[Si](C)(C)C1C(=CC2=C(C=C(C=C12)C(C)(C)C)C1=CC=CC=C1)C)C)C)C (1,2,3,4-Tetramethyl-1,3-cyclopentadienyl)-(2-methyl-4-phenyl-6-tert-butyl-indenyl)-dimethylsilane